4-(4-((1s,4s)-4-((5-(Ethoxycarbonyl)-6-methyl-2-((1-methyl-1H-pyrazol-4-yl)amino)pyrimidin-4-yl)amino)cyclohexyl)piperazin-1-yl)-4-oxobutanoic acid C(C)OC(=O)C=1C(=NC(=NC1C)NC=1C=NN(C1)C)NC1CCC(CC1)N1CCN(CC1)C(CCC(=O)O)=O